ClS1CC(CN2C(N=C(C3=CC(=CC1=C23)C(F)(F)F)O)=O)C2=CC=C(C=C2)F 1-chloro-3-(4-fluorophenyl)-8-hydroxy-10-(trifluoromethyl)-3,4-dihydro-[1,4]thiazepino[2,3,4-ij]quinazolin-6(2H)-one